BrC=1C=CC2=C(C3=C(N=C(N2)C2=C(C=CC=C2F)F)C=NN3COCC[Si](C)(C)C)C1 2-[[9-bromo-5-(2,6-difluorophenyl)-6H-pyrazolo[4,3-d][1,3]benzodiazepin-1-yl]methoxy]ethyl-trimethyl-silane